3-chloro-5-[1-hydroxy-2-[4-[(4-methanesulfonylphenoxy)methyl]-2-methylpyrrolidin-1-yl]propyl]benzonitrile ClC=1C=C(C#N)C=C(C1)C(C(C)N1C(CC(C1)COC1=CC=C(C=C1)S(=O)(=O)C)C)O